[C@H]12CC(C[C@@H]2C1)OC=1C(=C(C(=O)O)C=CC1C(NS(=O)(=O)C1(CC1)C)=O)F 3-(((1R,3s,5S)-bicyclo[3.1.0]hexan-3-yl)oxy)-2-fluoro-4-(((1-methylcyclopropyl)sulfonyl)carbamoyl)benzoic acid